C1(=CC=CC=C1)NCN1N=NC2=C1C=CC=C2 N-phenyl-1H-benzotriazole-1-methanamine